N1(CCOCC1)CC=1C=C(C=CC1)NC=1N=CC2=C(N1)CN(CC2)C(=O)OC(C)(C)C tert-butyl 2-({3-[(morpholin-4-yl)methyl]phenyl}amino)-5H,6H,7H,8H-pyrido[3,4-d]pyrimidine-7-carboxylate